dichloro(p-methylisopropyl-phenyl)ruthenium (II) Cl[Ru-](C1=C(C=C(C=C1)C)C(C)C)Cl